NCC(CN1N=CN(C1=O)CC=1SC2=C(C1)C=CC(=C2)C2=CC=C(C=C2)S(=O)(=O)C)=C(F)F 2-[2-(aminomethyl)-3,3-difluoro-allyl]-4-[[6-(4-methylsulfonylphenyl)benzothien-2-yl]methyl]-1,2,4-triazol-3-one